C1(CCCCC1)(C1=CC=C(C=C1)N(C1=CC=C(C=C1)C1CCCCC1)C1=CC=C(C=C1)C1CCCCC1)C1=CC=C(C=C1)N(C1=CC=C(C=C1)C1CCCCC1)C1=CC=C(C=C1)C1CCCCC1 4,4'-(1,1-cyclohexane-diyl)bis[N,N-bis(4-cyclohexylbenzene-1-yl)aminobenzene]